9-chloro-2,4-diphenyl-1,10-phenanthroline ClC=1C=CC2=CC=C3C(=CC(=NC3=C2N1)C1=CC=CC=C1)C1=CC=CC=C1